C(=C)C1=C(C(C(=O)O)=CC=C1)C(=O)O 3-vinyl-phthalic acid